OC(C(=O)O)=C(C(C(CO)O)O)O.[Na] sodium 2,3,4,5,6-pentahydroxy-2-hexenoic acid